Cl.COC(=O)C=1N=NN(C1)CC=1C=C2CNCC2=CC1 1-(isoindolin-5-ylmethyl)triazole-4-carboxylic acid methyl ester hydrochloride